1-(1-(2-(2-(2-iodoethoxy)ethoxy)ethyl)piperidin-4-yl)-3-(4-phenoxyphenyl)-1H-pyrazolo(3,4-d)pyrimidin-4-amine ICCOCCOCCN1CCC(CC1)N1N=C(C=2C1=NC=NC2N)C2=CC=C(C=C2)OC2=CC=CC=C2